4-(2-(4-(2-(2-Aminopyridin-3-yl)-5-phenyl-3H-imidazo[4,5-b]pyridin-3-yl)benzyl)-2,7-diazaspiro[3.5]nonane-7-carbonyl)-2-hydroxybenzaldehyde NC1=NC=CC=C1C1=NC=2C(=NC(=CC2)C2=CC=CC=C2)N1C1=CC=C(CN2CC3(C2)CCN(CC3)C(=O)C3=CC(=C(C=O)C=C3)O)C=C1